CN(C1C[C@@H]2COC[C@H](C1)N2C(=O)OC(C)(C)C)C=2N=NC(=CN2)C2=C1C=NN(C1=C(C=C2)N2N=CC=C2)COCC[Si](C)(C)C tert-butyl (1S,5R)-7-[methyl-[6-[7-pyrazol-1-yl-1-(2-trimethylsilylethoxymethyl)indazol-4-yl]-1,2,4-triazin-3-yl]amino]-3-oxa-9-azabicyclo[3.3.1]nonane-9-carboxylate